[Co].[Na].[Li] lithium-sodium-cobalt